(4-fluorobenzyl)spiro[pyrrolidine-3,3'-pyrrolo[3,4-c]pyridine] FC1=CC=C(CC2=NC3(C=4C=NC=CC42)CNCC3)C=C1